C(C1=CC=CC=C1)N(C(O)=O)CCOC1=C(C=CC=C1)C(N(C)C)=O.CC1C(OC(C1)C(F)(F)F)(C(=O)N)C dimethyl-5-(trifluoromethyl)tetrahydrofuran-2-carboxamide Benzyl-(2-(2-(dimethylcarbamoyl)phenoxy)ethyl)carbamate